COC1=C(NCC#CC=2C=C(C3=C(N(C=N3)CC(F)(F)F)C2)C(=O)NC2CN(CCC2)C)C=CC(=C1)C(NC)=O 6-[3-[2-methoxy-4-(methylcarbamoyl)anilino]prop-1-ynyl]-N-(1-methyl-3-piperidyl)-1-(2,2,2-trifluoroethyl)benzimidazole-4-carboxamide